C(#C)C=1C=CC2=C(C(=NCC=3N2N=C(C3)C(=O)O)C3=C(C=CC=C3)F)C1 8-ethynyl-6-(2-fluorophenyl)-4H-pyrazolo[1,5-a][1,4]benzodiazepine-2-carboxylic acid